O1CCN(CC1)C1=C(C=C2CN(C(C2=C1)=O)CC1OCCCC1)NC(=O)C=1C=NN2C1N=CC=C2 N-(6-morpholino-1-oxo-2-((tetrahydro-2H-pyran-2-yl)methyl)isoindolin-5-yl)pyrazolo[1,5-a]pyrimidine-3-carboxamide